C(#N)C=1C=C(C=NC1N[C@@H]1[C@@H](COCC1)OC)C=1C(=CC(=C(C(=O)NC2=NNC=C2)C1)F)C 5-(5-cyano-6-((cis-3-methoxytetrahydro-2H-pyran-4-yl)amino)pyridin-3-yl)-2-fluoro-4-methyl-N-(1H-pyrazol-3-yl)benzamide